CN1C(=C(C2=CC=CC=C12)CC(=O)OC)C methyl 1,2-dimethylindole-3-acetate